O[C@H](CO)C1=C(C=C(C2=C1N(C=N2)C)C2=CC=C(C=C2)OC(F)(F)F)CN(C(C(=C)F)=O)C (S)-N-((7-(1,2-dihydroxyethyl)-1-methyl-4-(4-(trifluoromethoxy)phenyl)-1H-benzo[d]imidazol-6-yl)methyl)-2-fluoro-N-methylacrylamide